CC1=C(C#N)C=CC(=C1)NC1=NC=C2C(=N1)N(N(C2=O)CC=C)C2=NC(=CC=C2)OC2CCN(CC2)C 2-methyl-4-[(1-{6-[(1-methylpiperidin-4-yl)oxy]pyridin-2-yl}-3-oxo-2-(prop-2-en-1-yl)-1H,2H,3H-pyrazolo[3,4-d]pyrimidin-6-yl)amino]benzonitrile